2,4-dibromo-5-ethoxy-1-[(2-ethoxy)ethoxy]benzene BrC1=C(C=C(C(=C1)Br)OCC)OCCOCC